NCC=1N=C2N(C=C(C=C2N2C(N(C(C2)=O)C)=O)Cl)C1 1-(2-(aminomethyl)-6-chloroimidazo[1,2-a]pyridin-8-yl)-3-methylimidazolidine-2,4-dione